(S,E)-3-(4-fluorophenyl)-N'-((4-fluorophenyl)sulfonyl)-4-phenyl-N-((R)-2-sulfamoylpropyl)-4,5-dihydro-1H-pyrazole-1-carboximidamide FC1=CC=C(C=C1)C1=NN(C[C@@H]1C1=CC=CC=C1)/C(/NC[C@@H](C)S(N)(=O)=O)=N/S(=O)(=O)C1=CC=C(C=C1)F